(4-fluorophenyl)-4-(3-(4-(methylamino)piperidin-1-yl)propoxy)-2H-chromen-2-one FC1=CC=C(C=C1)C=1C(OC2=CC=CC=C2C1OCCCN1CCC(CC1)NC)=O